di-n-octylmagnesium C(CCCCCCC)[Mg]CCCCCCCC